1,1,1-trichloro-3,3-difluoropropane ClC(CC(F)F)(Cl)Cl